C(C)(C)(C)OC(=O)N1CCC(CC1)N1N=CC(=C1)C1=CC2=C(N=C(S2)NC(=O)[C@@H]2CNCC2)C=C1 (S)-4-(4-(2-(pyrrolidine-3-carboxamido)benzo[d]thiazol-6-yl)-1H-pyrazol-1-yl)piperidine-1-carboxylic acid tert-butyl ester